C(C)[C@H]1NC2=C(OC1)C(=NC(=N2)N)N2C[C@@H](CC2)NC (R)-7-Ethyl-4-((R)-3-(methylamino)pyrrolidin-1-yl)-7,8-dihydro-6H-pyrimido[5,4-b][1,4]oxazin-2-amine